ClC1=C(C(=NN1COCC[Si](C)(C)C)C)C=O 5-chloro-3-methyl-1-(2-trimethylsilylethoxymethyl)pyrazole-4-carbaldehyde